FC(C(=O)O)(F)F.N[C@H](C(=O)NC1CCC(CC1)NC(C1=C(C=C(C=C1)NC=1C=2N(C=CN1)C(=CN2)C2=C(C(=C(C=C2)OC)F)F)CC)=O)CCCNC(=N)N N-[4-[[(2S)-2-amino-5-guanidino-pentanoyl]amino]cyclohexyl]-4-[[3-(2,3-difluoro-4-methoxy-phenyl)imidazo[1,2-a]pyrazin-8-yl]amino]-2-ethyl-benzamide trifluoroacetate